3-(2-ethylphenyl)-2-methylquinazolin-4(3H)-one C(C)C1=C(C=CC=C1)N1C(=NC2=CC=CC=C2C1=O)C